N1=CC(=CC=C1)CN1/C(/SC=C1)=N/C(=O)C1=CNC2=NC=CC=C21 (Z)-N-(3-(pyridin-3-ylmethyl)thiazol-2(3H)-ylidene)-1H-pyrrolo[2,3-b]pyridine-3-carboxamide